FC=1C(=C(C=CC1)NC(=O)C1=CN=C(S1)NC1=NC(=NC(=C1)N1CCN(CC1)CCO)C)OC N-(3-fluoro-2-methoxyphenyl)-2-((6-(4-(2-hydroxyethyl)piperazin-1-yl)-2-methylpyrimidin-4-yl)amino)thiazole-5-carboxamide